C1(CC1)C(=O)NC1=CC(=C(N=N1)C(=O)NC([2H])([2H])[2H])NC1=C(C(=CC=C1)C1=NOC(=N1)C(F)F)OC 6-cyclopropaneamido-4-({3-[5-(difluoromethyl)-1,2,4-oxadiazol-3-yl]-2-methoxyphenyl}amino)-N-(2H3)methylpyridazine-3-carboxamide